((S)-2-phenylpropanoyl)-L-valyl-D-glutamic acid C1(=CC=CC=C1)[C@@H](C(=O)N[C@@H](C(C)C)C(=O)N[C@H](CCC(=O)O)C(=O)O)C